CC(C=CC(C)O)O hex-3-ene-2,5-diol